OC(=O)C(F)(F)F.CC=1N=C2N(C=C(N=C2C)NC(=O)C=2C(=NC(=NC2)N2CC3CNCC3C2)OC)C1 N-(2,8-dimethylimidazo[1,2-a]pyrazin-6-yl)-2-(hexahydropyrrolo[3,4-c]pyrrol-2(1H)-yl)-4-methoxypyrimidine-5-carboxamide TFA salt